BrC=1C=C(C=C2C(NC(=NC12)C1CCOCC1)=O)C 8-bromo-6-methyl-2-(tetrahydro-2H-pyran-4-yl)quinazolin-4(3H)-one